(3-(3-fluorophenyl)-1-methyl-1H-indol-6-yl)(4-(1-(((1s,3s)-3-hydroxycyclobutyl)methyl)-1H-benzo[d]imidazol-2-yl)piperidin-1-yl)methanone FC=1C=C(C=CC1)C1=CN(C2=CC(=CC=C12)C(=O)N1CCC(CC1)C1=NC2=C(N1CC1CC(C1)O)C=CC=C2)C